FC1=C(C=C(C=C1)CC1=NNC(C2=CC=CC=C12)=O)C1=CC2=C(NC(=N2)NC(OC2CCN(CC2)C)=O)C=C1 1-Methylpiperidin-4-yl (5-(2-fluoro-5-((4-oxo-3,4-dihydrophthalazin-1-yl)methyl)phenyl)-1H-benzoimidazol-2-yl)carbamate